CC1N(CCNC1)CCO methyl-hydroxyethyl-piperazine